(S)-N'-(5-bromopyridin-2-yl)-2-(4-isobutylphenyl)propionohydrazide BrC=1C=CC(=NC1)NNC([C@@H](C)C1=CC=C(C=C1)CC(C)C)=O